ClC1=CC2=C(N(C(C(N2C)=O)=O)C2CCN(CC2)C(=O)N2CCCC2)N=C1 7-chloro-1-methyl-4-(1-(pyrrolidine-1-carbonyl)piperidin-4-yl)-1,4-dihydropyrido[2,3-b]pyrazine-2,3-dione